C(CCC)N1N=NN=C1C(C=1NC2=CC=CC=C2C1)N1CCN(CC1)C1=C(C=NC=C1Cl)Cl 2-((1-butyl-1H-tetrazol-5-yl)(4-(3,5-dichloropyridin-4-yl)piperazin-1-yl)methyl)-1H-indole